N-(2,2-dimethyl-4-oxo-3,4-dihydro-2H-benzo[e][1,3]oxazin-6-yl)-5-chloro-1H-indole-2-carboxamide CC1(OC2=C(C(N1)=O)C=C(C=C2)NC(=O)C=2NC1=CC=C(C=C1C2)Cl)C